COC(=O)C1=NC(=CC=C1C(=O)OC)C=C 6-vinylpyridine-2,3-dicarboxylic acid dimethyl ester